FC(CN1C(=NC2=C1C=C(C=C2F)C=2C(=CN1N=C(N=C(C12)OC)N[C@@H]1[C@@H](CN(CC1)CCOC)F)F)C)F 5-(1-(2,2-difluoroethyl)-4-fluoro-2-methyl-1H-benzo[d]imidazol-6-yl)-6-fluoro-N-((3R,4S)-3-fluoro-1-(2-methoxyethyl)piperidin-4-yl)-4-methoxypyrrolo[2,1-f][1,2,4]triazin-2-amine